3-(((tert-butyldiphenylsilyl)oxy)methyl)-5-ethynyl-1-methyl-1H-pyrazole [Si](C1=CC=CC=C1)(C1=CC=CC=C1)(C(C)(C)C)OCC1=NN(C(=C1)C#C)C